CCCC(C(CCC)O)O octane-4,5-diol